2-amino-N,N-dimethyl-acetamide acetic acid salt C(C)(=O)O.NCC(=O)N(C)C